(((E)-5-Hydroxy-4-methylpent-3-en-1-yl)(phenoxy)phosphoryl)-L-alanine (S)-tetrahydrofuran-3-yl ester O1C[C@H](CC1)OC([C@@H](NP(=O)(OC1=CC=CC=C1)CC\C=C(\CO)/C)C)=O